COC1=C(C=CC=C1)C(CC(=O)OCC)=O ethyl 3-(2-methoxyphenyl)-3-oxopropanoate